(2S)-N-(4-(2-Methoxy-1-((S)-2-oxo-4-(trifluoromethyl)imidazolidin-1-yl)ethyl)pyridin-2-yl)-2-(2-(5-methyl-1H-pyrazol-3-yl)acetamido)-2-((1r,4S)-4-methylcyclohexyl)acetamide COCC(N1C(N[C@@H](C1)C(F)(F)F)=O)C1=CC(=NC=C1)NC([C@H](C1CCC(CC1)C)NC(CC1=NNC(=C1)C)=O)=O